1-chloro-3-(3,4-dichlorophenyl)propan-2-amine ClCC(CC1=CC(=C(C=C1)Cl)Cl)N